ClC=1C=C(C=CC1)[C@@H]1[C@H](C1)C(=O)NC1=NC(=NC(=C1)NCC=1N=C2N(C=C(C=C2)C2CC2)C1)C(=O)OC |r| rac-methyl 4-((1S*,2S*)-2-(3-chlorophenyl)cyclopropane-1-carboxamido)-6-(((6-cyclopropylimidazo[1,2-a]pyridin-2-yl)methyl)amino)pyrimidine-2-carboxylate